(5-(Benzyloxy)-2-fluorophenyl)boronic acid C(C1=CC=CC=C1)OC=1C=CC(=C(C1)B(O)O)F